8-methyl-6-[(4-methylpiperazin-1-yl)methyl]-2-thieno[2,3-c]pyridin-5-yl-3H-quinazolin-4-one CC=1C=C(C=C2C(NC(=NC12)C=1C=C2C(=CN1)SC=C2)=O)CN2CCN(CC2)C